N-tertiary butyl-4-aminobenzamide C(C)(C)(C)NC(C1=CC=C(C=C1)N)=O